(2R)-2-(6-{5-Chloro-2-[(oxan-4-yl)amino]pyrimidin-4-yl}-1-oxo-2,3-dihydro-1H-isoindol-2-yl)-N-[(1S)-1-[3-chloro-6-(morpholin-4-yl)pyridin-2-yl]-2-hydroxyethyl]propanamid ClC=1C(=NC(=NC1)NC1CCOCC1)C1=CC=C2CN(C(C2=C1)=O)[C@@H](C(=O)N[C@H](CO)C1=NC(=CC=C1Cl)N1CCOCC1)C